FC1=C(C(=O)N[C@H](C)\C=C\S(=O)(=O)C)C=CC(=C1)N1C(CCC1)C1=C(C=CC=C1)C 2-fluoro-N-((R,E)-4-(methylsulfonyl)but-3-en-2-yl)-4-(2-(o-tolyl)pyrrolidin-1-yl)benzamide